F[C@H]1\C(\C[C@@]2(CC[C@H]1N2)C)=C/C2=NN=C(S2)C2=C(C=C(C=C2)N2C=NC=C2)O 2-(5-((Z)-((1S,4S,5R)-4-fluoro-1-methyl-8-azabicyclo[3.2.1]octan-3-ylidene)methyl)-1,3,4-thiadiazol-2-yl)-5-(1H-imidazol-1-yl)phenol